pyrimidyl-pyrimidine N1=C(N=CC=C1)C1=NC=CC=N1